C12CNCC(CC1)N2C=2SC=1CN(CCC1N2)C(=O)C=2C=NC(=CC2)Cl (2-(3,8-diazabicyclo[3.2.1]octan-8-yl)-6,7-dihydrothiazolo[5,4-c]pyridin-5(4H)-yl)(6-chloropyridin-3-yl)methanone